BrC1=C2C=NN(C2=CC(=C1C)F)C1OCCCC1 4-bromo-6-fluoro-5-methyl-1-(tetrahydro-2H-pyran-2-yl)-1H-indazole